CC1=CC(=CC(=C1[O-])C(=O)[O-])/C(=C/2\\C=C(C(=O)C(=C2)C(=O)O)C)/C3=CC=CC=C3S(=O)(=O)[O-] The molecule is an organosulfonate oxoanion obtained by deprotonation of the sulfo and carboxy groups of 5-[(3-carboxy-5-methyl-4-oxocyclohexa-2,5-dien-1-ylidene)(2-sulfophenyl)methyl]-2-hydroxy-3-methylbenzoic acid. It is an organosulfonate oxoanion and a hydroxybenzoate. It is a conjugate base of a chromoxane cyanin R free acid.